N-methyl-N'-octyl-imidazole hydroxide [OH-].CN1CN(C=C1)CCCCCCCC